6-bromo-1-(trifluoromethanesulfonyl)-1H-benzotriazole BrC=1C=CC2=C(N(N=N2)S(=O)(=O)C(F)(F)F)C1